2,6-difluoro-4-[2-fluoro-5-[[4-fluoro-2-(trifluoromethyl)benzoyl]amino]-4-[rac-(3R,5S)-3,4,5-trimethylpiperazin-1-yl]phenyl]benzamide FC1=C(C(=O)N)C(=CC(=C1)C1=C(C=C(C(=C1)NC(C1=C(C=C(C=C1)F)C(F)(F)F)=O)N1C[C@H](N([C@H](C1)C)C)C)F)F |r|